CC(CCC)CCC(CCC(CCC)C)O 4,10-dimethyltridecane-7-ol